(4-(3-cyclohexyl-6,7-difluoro-1-methyl-2-oxoindolin-3-yl)phenyl)boronic acid C1(CCCCC1)C1(C(N(C2=C(C(=CC=C12)F)F)C)=O)C1=CC=C(C=C1)B(O)O